CN(C1=NC=CC(=C1S(=O)(=O)N)O[C@@H]1CC(CCC1)C1=C(C(=C(C(=C1)F)F)F)OC)C |r| rac-(1S,2S,4S)-2-(dimethyl-amino)-4-[3-(trifluoro-methoxyphenyl)cyclohexoxy]-pyridine-3-sulfonamide